6-chloro-N-{3-[2-(4-chloro-3-fluorophenoxy)acetamido]bicyclo[1.1.1]pentan-1-yl}-4-(1,3-dimethyl-1H-pyrazole-4-sulfonyl)-3,4-dihydro-2H-1,4-benzoxazine-2-carboxamide ClC=1C=CC2=C(N(CC(O2)C(=O)NC23CC(C2)(C3)NC(COC3=CC(=C(C=C3)Cl)F)=O)S(=O)(=O)C=3C(=NN(C3)C)C)C1